4-(3-Methoxy-4-{[4-methoxy-2-(trifluoromethyl)phenoxy]methyl}phenyl)-2H,4H,5H,6H,7H-pyrazolo[3,4-b]pyridin-6-on COC=1C=C(C=CC1COC1=C(C=C(C=C1)OC)C(F)(F)F)C1C=2C(NC(C1)=O)=NNC2